[C@H]12CN(C[C@H](CC1)N2)C2=NC(=NC1=C(C(=CC=C21)C2=CC(=CC1=CC=CC=C21)O)F)OCC(CNC(OCC2=CC=CC=C2)=O)(C)C benzyl (3-((4-((1R,5S)-3,8-diazabicyclo[3.2.1]octan-3-yl)-8-fluoro-7-(3-hydroxynaphthalen-1-yl)quinazolin-2-yl)oxy)-2,2-dimethylpropyl)carbamate